C(CCC)NC=1C2=C(N=C(N1)N)C=NN2CC2=C(C=CC(=C2)CN2CC(C2)(F)F)OC N7-butyl-1-({5-[(3,3-difluoro-azetidin-1-yl)methyl]-2-methoxyphenyl}methyl)-1H-pyrazolo[4,3-d]pyrimidine-5,7-diamine